4-fluoro-N-(4'-(N-propylaminosulfonyl)-[1,1'-biphenyl]-3-yl)-N-(4-trifluoromethylbenzyl)benzamide FC1=CC=C(C(=O)N(CC2=CC=C(C=C2)C(F)(F)F)C=2C=C(C=CC2)C2=CC=C(C=C2)S(=O)(=O)NCCC)C=C1